ClC1=C(C(=O)O)C=CC(=C1)CN1[C@@H](C(NC2=C(C1=O)SC=C2)=O)CC2=NC=CC=C2 (R)-2-chloro-4-((2,5-dioxo-3-(pyridin-2-ylmethyl)-2,3-dihydro-1H-thieno[3,2-e][1,4]diazepin-4(5H)-yl)methyl)benzoic acid